C(C)(C)(C)OC(NCCC1=NC(=C(C=C1OC)CCCCCF)OC)=O (2-(5-(5-fluoropentyl)-3,6-dimethoxypyridin-2-yl)ethyl)carbamic acid tert-butyl ester